6-amino-8-methoxy-4-methylquinolin-2(1H)-one NC=1C=C2C(=CC(NC2=C(C1)OC)=O)C